C1(=CN=C2N1C1=C(C=C2)NCC1)C#N 7,8-dihydro-6H-imidazo[1,2-a]pyrrolo[2,3-e]pyridine-1-carbonitrile